O1C=CC2=C1C(=CC=C2)C2=CC(=CN2)S(=O)(=O)NC2=C(C=C(C(=C2)F)C(F)(F)F)F 5-(1-benzofuran-7-yl)-N-[2,5-difluoro-4-(trifluoromethyl)phenyl]-1H-pyrrole-3-sulfonamide